FC1CC(N(C1)C(CC1=CN=NN1)=O)C(=O)NC(C1=CC(=CC=C1)C1=CC=NN1)C1=NC(=C(C=C1)C(C)C)F 4-fluoro-N-{[6-fluoro-5-(propan-2-yl)pyridin-2-yl][3-(1H-pyrazol-5-yl)phenyl]methyl}-1-[2-(1H-1,2,3-triazol-5-yl)acetyl]pyrrolidine-2-carboxamide